FC1(C(C(C(C(C1(F)F)(F)F)(F)F)(F)F)(F)F)C(C(F)(F)F)(C(F)(F)F)C(F)(F)F Perfluoro(tert-Butylcyclohexan)